[Si](C1=CC=CC=C1)(C1=CC=CC=C1)(C(C)(C)C)OC[C@@H]1CO[C@@H](CN1C(=O)OC(C)(C)C)C(NC(C)(C)C1=C(C(=CC(=C1)Cl)Cl)F)=O tert-butyl (2S,5S)-5-(((tert-butyldiphenylsilyl)oxy)methyl)-2-((2-(3,5-di-chloro-2-fluorophenyl)propan-2-yl)carbamoyl)morpholine-4-carboxylate